CC=1NC(=C(C(C1C(=O)OC)C1=C(C=CC=C1)[N+](=O)[O-])C(=O)OC)C 3,5-Dimethyl 2,6-dimethyl-4-(2-nitrophenyl)-1,4-dihydropyridine-3,5-dicarboxylate